COC1=C(C=C2C(=N1)N=CS2)C2=CN(C1=NC(=CC=C12)N)COCC[Si](C)(C)C 3-(5-methoxythiazolo[4,5-b]pyridin-6-yl)-1-((2-(trimethylsilyl)ethoxy)methyl)-1H-pyrrolo[2,3-b]pyridin-6-amine